O=C1N(C(CN1C1=CC=C(C=C1)C)=O)CC1=CC(=C(OC(C(=O)O)(C)C)C(=C1)C)C 2-(4-((2,5-Dioxo-3-(4-methylphenyl)imidazolin-1-yl)methyl)-2,6-dimethylphenoxy)-2-methylpropionic Acid